chlorobenzene, lithium salt [Li].ClC1=CC=CC=C1